Methyl 1-(3-(tert-butoxycarbonyl)phenethyl)-1H-1,2,4-triazole-5-carboxylate C(C)(C)(C)OC(=O)C=1C=C(CCN2N=CN=C2C(=O)OC)C=CC1